C1(CC1)N(C(OC(C)(C)C)=O)C1CCN(CC1)C1=C2C=NC=NC2=C(C=C1)C(NC=1C(=C(C=2N(C1)C=C(N2)C)F)OC)=O tert-butyl N-cyclopropyl-N-[1-[8-[(8-fluoro-7-methoxy-2-methyl-imidazo[1,2-a]pyridin-6-yl)carbamoyl] quinazolin-5-yl]-4-piperidyl]carbamate